CC(C)NC1CC=2N(C3=C(C1)C=CC=C3)C(=NN2)[C@@H]2CC[C@H](CC2)OC2=NC=CC=C2 N-(Propan-2-yl)-1-[trans-4-(pyridin-2-yloxy)cyclohexyl]-5,6-dihydro-4H-[1,2,4]triazolo[4,3-a][1]benzazepin-5-amin